O=C1N(CC2=C(C=CC=C12)SCCCCCCCCCCCN1CCCCC1)C1C(NC(CC1)=O)=O 3-(1-oxo-4-((11-(piperidin-1-yl)undecyl)thio)isoindolin-2-yl)piperidine-2,6-dione